((3S,5S)-1-(2-amino-4-fluorophenyl)-5-(hydroxymethyl)pyrrolidin-3-yl)carbamic acid tert-butyl ester C(C)(C)(C)OC(N[C@@H]1CN([C@@H](C1)CO)C1=C(C=C(C=C1)F)N)=O